COC(=O)C=1C=C(C=CC1)NS(=O)=O.[Na] sodium N-(3-methoxycarbonylphenyl)sulfonamide